C1(=CC=CC2=CC=CC=C12)C(=O)[O-].[Mg+2].C1(=CC=CC2=CC=CC=C12)C(=O)[O-] magnesium naphthoate